N1N=CC(=C1)C1=CC=C(C=C1)NC1=NC(=NC=C1)C1=CC=C2C=C(N(C2=C1)C)C(=O)N(C1C(C1)C(F)(F)F)C 6-(4-((4-(1H-pyrazol-4-yl)phenyl)amino)pyrimidin-2-yl)-N,1-dimethyl-N-(2-(trifluoromethyl)cyclopropyl)-1H-indole-2-carboxamide